CC(CC1=CC=CC=C1)(C)OC(C)=O Acetic acid 1,1-dimethyl-2-phenylethyl ester